tert-butyl N-[(1S)-3-[(3,6,9,12-tetraoxapentadec-14-yn-1-yl)carbamoyl]-1-(2H-1,2,3,4-tetrazol-5-yl)propyl]carbamate C(COCCOCCOCCOCC#C)NC(=O)CC[C@@H](C=1N=NNN1)NC(OC(C)(C)C)=O